(1R,2S,6R)-2-(4-((1S,6S,7S)-3-azabicyclo[4.1.0]heptan-7-yl)phenyl)-6-((2-fluoro-4-(trifluoromethyl)phenyl)carbamoyl)cyclohexane-1-carboxylic acid [C@@H]12CNCC[C@H]2[C@@H]1C1=CC=C(C=C1)[C@@H]1[C@H]([C@@H](CCC1)C(NC1=C(C=C(C=C1)C(F)(F)F)F)=O)C(=O)O